ClC1=CC=C(C=C1)OC1(CCC1)C#C 1-chloro-4-(1-ethynyl-cyclobutoxy)benzene